2-Bromo-3'',5''-di-tert-butyl-2'-(methoxymethoxy)-5'-methyl-1,1':3',1''-terphenyl BrC1=C(C=CC=C1)C1=C(C(=CC(=C1)C)C1=CC(=CC(=C1)C(C)(C)C)C(C)(C)C)OCOC